C(CCCCC)C(C(=O)OCCCCCC(CCCCCO)=O)CCCCCCCC 11-hydroxy-6-oxoundecyl 2-hexyldecanoate